tert-butyl N-[5-(2-chloro-5-fluoro-pyrimidin-4-yl)-4-methyl-thiazol-2-yl]-N-methyl-carbamate ClC1=NC=C(C(=N1)C1=C(N=C(S1)N(C(OC(C)(C)C)=O)C)C)F